(Z)-3-dodecenyl acetate C(C)(=O)OCC\C=C/CCCCCCCC